NC1=NC2=CN=C(C=C2C2=C1CCC2)C(=O)N2[C@@H](COC[C@@H]2C2=NC=C(C=C2)C(F)(F)F)C (6-amino-8,9-dihydro-7H-cyclopenta[c][1,7]naphthyridin-2-yl)((3R,5S)-3-methyl-5-(5-(trifluoromethyl)-2-pyridinyl)-4-morpholinyl)methanone